ClC1=CC=C(C=C1)C1=CC=NC(N1[C@H](CO)C)C=1SC(=CC1)C#N 6-(4-Chlorophenyl)-2-(5-cyanothiophen-2-yl)-N-[(2S)-1-hydroxypropan-2-yl]pyrimidin